C1(OCCC2=CC=CC=C12)CNC(=O)C1CCN(CC1)C1=NC(=NO1)C1=CC=C(C=C1)OC N-(isochroman-1-ylmethyl)-1-(3-(4-methoxyphenyl)-1,2,4-oxadiazol-5-yl)piperidine-4-carboxamide